C(C)(C)(C)OC(=O)NC(=N)C=1C=C(SC1)CNC(=O)[C@H]1N(C=CC1)C(=O)OC(C)(C)C tert-butyl (S)-2-(((4-(N-(tert-butoxycarbonyl)-carbamimidoyl)thiophen-2-yl)methyl)carbamoyl)-2,3-dihydro-1H-pyrrole-1-carboxylate